tert-butyl-((4-(6,7-dimethoxyquinazolin-4-yl)azepin-1-yl)sulfonyl)carbamic acid C(C)(C)(C)N(C(O)=O)S(=O)(=O)N1C=CC(=CC=C1)C1=NC=NC2=CC(=C(C=C12)OC)OC